ClC=1C=C(C=C(C1OC=1C=C2C3(C(NC2=CC1)=O)CC3)Cl)NC(=O)C3=NOC(N3)=O N-(3,5-dichloro-4-((2'-oxospiro[cyclopropane-1,3'-indoline]-5'-yl)oxy)phenyl)-5-oxo-4,5-dihydro-1,2,4-oxadiazole-3-carboxamide